2-morpholineethanol tert-butyl-(R)-3-benzyl-4-(methyl((S)-1-((4-nitrophenyl)sulfonamido)propan-2-yl)amino)-4-oxobutanoate C(C)(C)(C)[C@H](C(=O)OCCC1CNCCO1)C(C(=O)N([C@H](CNS(=O)(=O)C1=CC=C(C=C1)[N+](=O)[O-])C)C)CC1=CC=CC=C1